N-(4-chlorophenyl)-N1-(4-methoxyphenyl)-6-morpholin-4-yl-[1,3,5]triazine-2,4-diamine ClC1=CC=C(C=C1)NC1N(C(=NC(=N1)N)N1CCOCC1)C1=CC=C(C=C1)OC